C(C=C)(=O)OCCSC(C)(C)SCCOCCCCCC 2-((2-((2-(hexyloxy)ethyl)thio)propan-2-yl)thio)ethyl acrylate